1-(5-fluoro-2-hydroxyphenyl)-1-ethylamine FC=1C=CC(=C(C1)C(C)N)O